1-octyl-1-methyl-piperidinium chloride [Cl-].C(CCCCCCC)[N+]1(CCCCC1)C